5-(cyclopropyl(5-(4,4-difluoropiperidine-1-carbonyl)pyridin-2-yl)amino)picolinonitrile C1(CC1)N(C=1C=CC(=NC1)C#N)C1=NC=C(C=C1)C(=O)N1CCC(CC1)(F)F